methyl 2-(5-isopropyl-1-phenyl-1H-pyrazol-4-yl)acetate C(C)(C)C1=C(C=NN1C1=CC=CC=C1)CC(=O)OC